CC=1C=2N(C=C(N1)C)N=C(C2)C=2N=C1N(C(C2)=O)C=C(C=C1)C1CCN(CC1)C(C)C 2-(4,6-dimethylpyrazolo[1,5-a]pyrazin-2-yl)-7-[1-(propan-2-yl)piperidin-4-yl]-4H-pyrido[1,2-a]pyrimidin-4-one